F[C@@H](CN(CCC(C(=O)O)NC1=NC=NC=C1)CCCCC1=NC=2NCCCC2C=C1)COC 4-(((S)-2-fluoro-3-methoxypropyl)(4-(5,6,7,8-tetrahydro-1,8-naphthyridin-2-yl)butyl)amino)-2-(pyrimidin-4-ylamino)butanoic acid